4-tert-butyloxystyrene C(C)(C)(C)OC1=CC=C(C=C)C=C1